tert-butyl (2R,5S)-4-(2-(cyanomethyl)-4-methyl-5-oxo-4,5-dihydropyrazolo[1,5-a]pyrimidin-7-yl)-2,5-diethylpiperazine-1-carboxylate C(#N)CC1=NN2C(N(C(C=C2N2C[C@H](N(C[C@@H]2CC)C(=O)OC(C)(C)C)CC)=O)C)=C1